NC=1N=CC2=C(N1)NC=C2C2=CC=1N(C=C2)N=CC1C(=O)NCC(F)F 5-(2-amino-7H-pyrrolo[2,3-d]pyrimidin-5-yl)-N-(2,2-difluoroethyl)pyrazolo[1,5-a]pyridine-3-carboxamide